CC1=CCC(=CC1)C(=C)C 1-methyl-4-isopropenyl-1,4-cyclohexadiene